N1=CC=C(C=C1)C=1C=C(C=C(C1)C1=CC=NC=C1)C1=NC(=NC(=C1)C1=CC(=CC(=C1)C1=CC=NC=C1)C1=CC=NC=C1)C 4,6-bis(3,5-bis(pyridin-4-yl)phenyl)-2-methylpyrimidine